[Mo+4].[W+4].[Fe+2].NC(=O)C1=CC=CC2=CN(N=C12)C1=CC=C(C[NH+]2CCC(CC2)(O)C2=[NH+]C=CC=C2)C=C1 2-(1-{4-[7-(aminocarbonyl)-2H-indazole-2-yl]benzyl}-4-hydroxypiperidinium-4-yl)pyridinium iron-tungsten-molybdenum